NC1=NC=CC=C1S(=O)(=O)NC(=O)C=1C(=NC(=CC1)C=1C=NC(=C(C1)C)OC(C)C)N1C(C[C@@H](C1)C)(C)C N-[(2-Amino-3-pyridyl)sulfonyl]-6-(6-isopropoxy-5-methyl-3-pyridyl)-2-[(4S)-2,2,4-trimethylpyrrolidin-1-yl]pyridin-3-carboxamid